benzyl 3-(5-((4,4-difluoropiperidin-1-yl)methyl)-6-methoxypyridin-3-yl)-4,4-difluoropiperidine-1-carboxylate FC1(CCN(CC1)CC=1C=C(C=NC1OC)C1CN(CCC1(F)F)C(=O)OCC1=CC=CC=C1)F